C(#N)C1=C(C=C(C=C1)N1CCC(CC1)C(=O)NC1=CC=C(N=N1)OC1CCN(CC1)C(=O)OC(C)(C)C)C(F)(F)F Tert-butyl 4-((6-(1-(4-cyano-3-(trifluoromethyl)phenyl)piperidine-4-carboxamido)pyridazin-3-yl)oxy)piperidine-1-carboxylate